BrC=1C=C2N(C(N(C2)C=2C=NC=CC2)=O)C1 6-bromo-2-(pyridin-3-yl)-1,2-dihydro-3H-pyrrolo[1,2-c]imidazol-3-one